OC(CC[C@H]1C[C@@H]2N(CCN(C2)C(=O)OC(C)(C)C)C1=O)C1=CC(=NC=C1)OC tert-butyl (7S,8aS)-7-(3-hydroxy-3-(2-methoxypyridin-4-yl)propyl)-6-oxohexahydropyrrolo[1,2-a]pyrazine-2(1H)-carboxylate